NC=1NC(C=2N(C(N(C2N1)[C@@H]1O[C@@H](C[C@H]1O)CO)=O)CC1=CSC=C1)=O 2-Amino-9-((2R,3R,5S)-3-hydroxy-5-(hydroxymethyl)tetrahydrofuran-2-yl)-7-(thiophen-3-ylmethyl)-7,9-dihydro-1H-purine-6,8-dion